[1,4]thiazepan S1CCNCCC1